C1(CCCC1)C#CC1=NN(C2=NC=CC=C21)C2CN(C2)C(C=C)=O 1-(3-(3-(cyclopentylethynyl)-1H-pyrazolo[3,4-b]pyridin-1-yl)azetidin-1-yl)prop-2-en-1-one